C(C1=CC=CC=C1)N1CC(C(C1)OCC1=CC=CC=C1)(C(=O)OCC)C(F)(F)F ethyl 1-benzyl-4-(benzyloxy)-3-(trifluoromethyl)pyrrolidine-3-carboxylate